N-[3-(6-aminopyridin-3-yl)-1H-pyrrolo[2,3-b]pyridin-6-yl]cyclopropanecarboxamide NC1=CC=C(C=N1)C1=CNC2=NC(=CC=C21)NC(=O)C2CC2